C1(=CC=C(C=C1)C[C@H](C[C@H](C(=O)OCC)C)NC(CCC(=O)[O-])=O)C1=CC=CC=C1.[Na+] sodium 4-(((2s,4r)-1-([1,1'-biphenyl]-4-yl)-5-ethoxy-4-methyl-5-oxopentan-2-yl) amino)-4-oxobutanoate